methyl 1-hydroxy-6-phenyl-4-trifluoromethyl-1H-indole-2-carboxylate ON1C(=CC2=C(C=C(C=C12)C1=CC=CC=C1)C(F)(F)F)C(=O)OC